C(#N)C1=CC(=NC(=C1)N1CCOCC1)NC(C1=C(N=C(C=C1)NC(CO)(C)C)N1CCC2(CC2)CC1)=O N-(4-cyano-6-morpholinopyridin-2-yl)-6-((1-hydroxy-2-methylpropan-2-yl)amino)-2-(6-azaspiro[2.5]octan-6-yl)nicotinamide